CC1(C2CCC=3[C@@H]4CC[C@H]([C@@H](CCC=C(C)C)C)[C@]4(CCC3[C@]2(CC[C@@H]1O)C)C)C 4,4-dimethylcholesta-8,24-dien-3β-ol